(R)-4-(5-isopropyl-4-(1-methyl-1H-pyrazol-5-yl)-7-(1H-pyrazol-5-yl)imidazo[1,5-b]pyridazin-2-yl)-3-methylmorpholine C(C)(C)C=1N=C(N2N=C(C=C(C21)C2=CC=NN2C)N2[C@@H](COCC2)C)C2=CC=NN2